2-((2S)-2-aminocyclohexyl)-5-chloro-3-(difluoromethyl)-N-(thiophen-2-ylmethyl)thieno[3,2-b]pyridin-7-amine N[C@@H]1C(CCCC1)C1=C(C2=NC(=CC(=C2S1)NCC=1SC=CC1)Cl)C(F)F